((2-methylallyloxy)methyl)-6-nitropyridine CC(COCC1=NC(=CC=C1)[N+](=O)[O-])=C